3,3-dimethyl-2,8-dioxo-1-oxaspiro[4.5]dec-6-ene-7-carbonitrile CC1(C(OC2(C1)C=C(C(CC2)=O)C#N)=O)C